O1CCN(CC1)C1=CC=2N(C(=N1)OC1CCC(CC1)C1=NC(=NC=C1)N)N=CN2 ((1s,4s)-4-((7-morpholino-[1,2,4]triazolo[1,5-c]pyrimidin-5-yl)oxy)cyclohexyl)pyrimidin-2-amine